benzyl 4-[8-[6-[2-(dimethylamino) ethoxy]-3-pyridinyl]-2-methylsulfonyl-7-oxo-pyrido[2,3-d]pyrimidin-6-yl]-8-methyl-2,3-dihydroquinoxaline-1-carboxylate CN(CCOC1=CC=C(C=N1)N1C(C(=CC2=C1N=C(N=C2)S(=O)(=O)C)N2CCN(C1=C(C=CC=C21)C)C(=O)OCC2=CC=CC=C2)=O)C